NC1=NC=NN2C1=CC=C2[C@@]2(O[C@H](CC2)COP(=O)(OCOC(=O)OC(C)C)OC2=CC=C(C=C2)C(C)(C)C)C#N (2R,3R,4R,5R)-2-(4-aminopyrrolo[2,1-f][1,2,4]triazine-7-yl)-5-((((4-tert-butylbenzeneOxy)(((isopropoxycarbonyl)oxy)methoxy)phosphoryl)oxy)methyl)-2-cyanotetrahydrofuran